(methyl 5-((4-((5,7-dimethoxy-4-oxo-2-(3,4,5-trimethoxyphenyl)-4H-chromen-3-yl) oxy) butyl) thio)-1,3,4-oxadiazol-2-yl) 4-methylbenzenesulfonate CC1=CC=C(C=C1)S(=O)(=O)OC1(OC(=NN1)SCCCCOC1=C(OC2=CC(=CC(=C2C1=O)OC)OC)C1=CC(=C(C(=C1)OC)OC)OC)C